OC1=C(C(N(C2=CC=CC(=C12)OC)C)=O)C(=O)O 4-Hydroxy-5-methoxy-1-methyl-2-oxo-1,2-dihydroquinoline-3-carboxylic Acid